3,4-dimethyl-8-[(3S)-3-[[5-(trifluoromethyl)-2-pyridyl]oxy]pyrrolidin-1-yl]pyrimido[4',5':4,5]thieno[2,3-c]pyridazine dihydrochloride Cl.Cl.CC1=C(C2=C(N=N1)SC1=C2N=CN=C1N1C[C@H](CC1)OC1=NC=C(C=C1)C(F)(F)F)C